C(CCCC)C1=NC(=NC(=N1)CCCCC)C1=CC=CC=C1 2,4-dipentyl-6-phenyl-1,3,5-triazine